O1[C@H](CCC1)COC1=NC=CC=C1 {[(2R)-oxolan-2-yl]methoxy}pyridin